NC1=CC=C(CNC2=NC(=NC=3N2N=CC3C(C)C)OC3CCN(CC3)C)C=C1 N-(4-aminobenzyl)-8-isopropyl-2-((1-methylpiperidin-4-yl)oxy)pyrazolo[1,5-a][1,3,5]triazine-4-amine